C(C)(C)(C)C1=CC=C(C=C1)NC1=CC=CC=2C3=CC=CC=C3C(C12)(C)C N-(4-tert-butylphenyl)-9,9-dimethyl-9H-fluoren-1-amine